tetraethylene ((3,8-dibromoindolo[3,2-b]indole-5,10-diyl) bis(butane-4,1-diyl)) bis(phosphonate) P(OCCCCN1C=2C=CC(=CC2C=2N(C=3C=CC(=CC3C21)Br)CCCCOP(O)=O)Br)(O)=O.C=C.C=C.C=C.C=C